2-[(1,1-dioxo-1,4-thiazinan-4-yl)methyl]-4,8-difluoro-3,5,6,7-tetrahydrocyclopenta[f]benzimidazole-6-carbaldehyde O=S1(CCN(CC1)CC=1NC2=C(N1)C(=C1C(=C2F)CC(C1)C=O)F)=O